C(C)OC(CC1CN(CC1)C1=C(C=C(C=C1F)C1NC(CNC1)OC)F)=O {1-[2,6-difluoro-4-(6-methoxy-piperazin-2-yl)-phenyl]Pyrrolidin-3-yl}-acetic acid ethyl ester